2-(3,3-Difluoroazetidin-1-yl)-9-(1-(5-fluoro-3-methylbenzofuran-2-yl)-2-methylpropyl)-7,9-dihydro-8H-purin-8-one FC1(CN(C1)C1=NC=C2NC(N(C2=N1)C(C(C)C)C=1OC2=C(C1C)C=C(C=C2)F)=O)F